C(C)(C)C1=CC=C(CCSCC2=NNC(O2)=O)C=C1 5-[(4-isopropylphenethylthio)methyl]-1,3,4-oxadiazol-2(3H)-one